C(C)(C)(C)OC(=O)N1C2=C(OCC1)C=CC(=C2)Br 6-Bromo-2,3-dihydro-4H-benzo[b][1,4]oxazine-4-carboxylic acid tert-butyl ester